[Fe].[Ti].[V].[Ti] titanium vanadium-titanium-iron